ClC=1C=C2C(C(=CN(C2=NC1N1CC2=NC=CC=C2C1)CC(C)C)C(=O)O)=O 6-chloro-7-(5,7-dihydro-6H-pyrrolo[3,4-b]pyridin-6-yl)-1-isobutyl-4-oxo-1,4-dihydro-1,8-naphthyridine-3-carboxylic acid